N1=C(C=CC=C1)CNC(=O)[C@H]1CN(CC[C@@H]1NC(=O)C1=NOC(=C1)C1=C(C=C(C=C1)F)F)C1CCCCC1 (3S,4S)-1-cyclohexyl-4-{[5-(2,4-difluoro-phenyl)-isoxazole-3-carbonyl]-amino}-piperidine-3-carboxylic acid (pyridin-2-ylmethyl)-amide